C(C)(C)(C)[Si](OCC=1C=CC2=C(N=CO2)C1)(C)C 5-{[(tert-butyl)bis(methyl)siloxy]methyl}-1,3-benzoxazol